CC1CC(CCC1)NC(=O)C1CC1 cyclopropanecarboxylic acid (3-methyl-cyclohexyl) amide